1-[(3R,4R)-4-({5-fluoro-4-[4-fluoro-2-methyl-1-(propane-2-yl)-1H-benzimidazol-6-yl]pyrimidin-2-yl}amino)-3-hydroxypiperidin-1-yl]ethan-1-one FC=1C(=NC(=NC1)N[C@H]1[C@@H](CN(CC1)C(C)=O)O)C=1C=C(C2=C(N(C(=N2)C)C(C)C)C1)F